ClC1=C(C(=O)O)C=CC(=C1)NC=1C=2N(C=CN1)C(=CN2)C2=CC(=C(C=C2)OC)F 2-Chloro-4-((3-(3-fluoro-4-methoxyphenyl)imidazo[1,2-a]pyrazin-8-yl)amino)benzoic acid